4-fluoro-N-[5-(7-fluoro-5-methoxy-1H-benzimidazol-2-yl)-1-methyl-pyrazol-3-yl]benzamide FC1=CC=C(C(=O)NC2=NN(C(=C2)C2=NC3=C(N2)C(=CC(=C3)OC)F)C)C=C1